2-((cis)-3-aminocyclobutyl)-4-chlorobenzonitrile hydrochloride Cl.N[C@H]1C[C@H](C1)C1=C(C#N)C=CC(=C1)Cl